pyridine-5-diazonium N1=CC=CC(=C1)[N+]#N